nicotinic acid trifluoroacetate FC(C(=O)O)(F)F.C(C1=CN=CC=C1)(=O)O